FC=1C=C(C=CC1C(F)(F)F)C1=CC(=NN1C1=CC=C(C=C1)OC)N 5-(3-fluoro-4-(trifluoromethyl)phenyl)-1-(4-methoxyphenyl)-1H-pyrazol-3-amine